2-(3,5-dimethyl-1H-pyrazol-4-yl)pyrido[3,4-d]pyrimidin-4-ol CC1=NNC(=C1C=1N=C(C2=C(N1)C=NC=C2)O)C